(E)-1-(4-Fluorophenyl)-3-[4-(4-hydroxybutoxy)phenyl]prop-2-en-1-one FC1=CC=C(C=C1)C(\C=C\C1=CC=C(C=C1)OCCCCO)=O